C1=CC=CC2=CC=3C(CC=CC3C=C12)=O 5-anthracenone